allyl-bisphenol A C(C=C)C1=C(O)C=CC(=C1)C(C)(C)C1=CC=C(C=C1)O